N-(2-fluoro-4-(8-methyl-2-(methylthio)-5-oxopyrido[4,3-d]pyrimidin-6(5H)-yl)phenyl)-1-(4-fluorophenyl)methanesulfonamide FC1=C(C=CC(=C1)N1C(C2=C(N=C(N=C2)SC)C(=C1)C)=O)NS(=O)(=O)CC1=CC=C(C=C1)F